O=C1[C@H](OC2=NC(=CC=C21)C(F)(F)F)CCC(=O)OC |r| rac-methyl 3-(3-oxo-6-(trifluoromethyl)-2,3-dihydrofuro[2,3-b]pyridin-2-yl)propanoate